CN(CCC1(C(C=C(C=C1)NC1=NC=C(C(=N1)C1=CN(C2=CC=C(C=C12)F)C)C(F)(F)F)N)NC)C 1-(2-(dimethylamino)ethyl)-N4-(4-(5-fluoro-1-methyl-1H-indol-3-yl)-5-(trifluoromethyl)pyrimidin-2-yl)-N1-methylbenzene-1,2,4-triamine